C12(CC3CC(CC(C1)C3)C2)CN2N=CC(=C2C)C2=C(C=3N(C=C2)C(=CN3)C3=CC=C(C=C3)NC=3SC2=C(N3)C=CC=C2)C(=O)O 7-(1-(adamantan-1-ylmethyl)-5-methyl-1H-pyrazol-4-yl)-3-(4-(benzo[d]thiazol-2-ylamino)phenyl)imidazo[1,2-a]pyridine-8-carboxylic acid